CS(=O)(=O)C1=C(C(=CC=C1)S(=O)(=O)C)O 2,6-dimethyl-sulfonyl-phenol